ethoxy(3-mercaptopropyl)bis(3,6,9,12,15-pentaoxaoctadecan-1-yloxy)silane C(C)O[Si](OCCOCCOCCOCCOCCOCCC)(OCCOCCOCCOCCOCCOCCC)CCCS